C(#N)[C@@]1(COCC2=CC=C(C=C12)C(=O)NCC1=NC=CC(=C1)N1CCC2(CN(C2)C(=O)OC(C)(C)C)C1)C tert-Butyl 7-[2-[[[(4R)-4-cyano-4-methyl-isochromane-6-carbonyl]amino]methyl]-4-pyridyl]-2,7-diazaspiro[3.4]octane-2-carboxylate